COC=1C=2N(C=C(C1)C1=C(C(=NN1)C=1SC(=CN1)N1[C@@H](CN([C@H](C1)C)C)C)CC(F)(F)F)N=CN2 2-(5-(8-methoxy-[1,2,4]triazolo[1,5-a]pyridin-6-yl)-4-(2,2,2-trifluoroethyl)-1H-pyrazol-3-yl)-5-((2R,5S)-2,4,5-trimethylpiperazin-1-yl)thiazole